N-((S)-1-(4-Sulfamoylphenyl)ethyl)-4-((R)-3-(3-(trifluoromethyl)phenoxy)pyrrolidin-1-yl)tetrahydro-2H-pyran-4-carboxamide S(N)(=O)(=O)C1=CC=C(C=C1)[C@H](C)NC(=O)C1(CCOCC1)N1C[C@@H](CC1)OC1=CC(=CC=C1)C(F)(F)F